C(C=C)(=O)OC1CCCCCCCCC1 Cyclodecyl acrylate